C(C1=CC=CC=C1)OCCN1C=C(C(=C1C1=C(C=CC=C1)C(F)(F)F)C)C(=O)OC methyl (S)-1-(2-(benzyloxy)ethyl)-4-methyl-5-(2-(trifluoromethyl)phenyl)-1H-pyrrole-3-carboxylate